ClC1=CC2=C(C=N1)C1(C=N2)C(C2COC(C(N2C12CCC(CC2)(C)C)C2=CC=CC=C2)C2=CC=CC=C2)C2=C(C(=CC=C2)Cl)F 6''-chloro-8'-(3-chloro-2-fluorophenyl)-4,4-dimethyl-3',4'-diphenyl-3',4',8',8a'-tetrahydro-1'H-dispiro[cyclohexane-1,6'-pyrrolo[2,1-c][1,4]oxazine-7',3''-pyrrolo[3,2-c]pyridine]